2-bromo-5-benzyloxy-1,3-dimethoxybenzene BrC1=C(C=C(C=C1OC)OCC1=CC=CC=C1)OC